ClC=1C=C(CN(C2=C(C(=NC=N2)NC[C@@H]2[C@H](CN(CC2)CC(=O)N)O)F)C(C)C)C=CC1 ((3R,4R)-4-(((6-((3-chlorobenzyl)(isopropyl)amino)-5-fluoropyrimidin-4-yl)amino)methyl)-3-hydroxypiperidin-1-yl)acetamide